5,5'-oxybis(N-(2-ethylhexyl)-2-ethyl-3-hydroxypyridin-4-one) O(C=1C(C(=C(N(C1)CC(CCCC)CC)CC)O)=O)C=1C(C(=C(N(C1)CC(CCCC)CC)CC)O)=O